FC=1C=C(CC=2C=NN(C2)C(=O)N[C@@H]2C(N(C3=C(OC2)C=CC(=C3)OCCNC)C)=O)C=CC1 (S)-4-(3-fluorobenzyl)-N-(5-methyl-7-(2-(methylamino)ethoxy)-4-oxo-2,3,4,5-tetrahydrobenzo[b][1,4]oxazepin-3-yl)-1H-pyrazole-1-carboxamide